(3r,5'S)-1'-((S)-2-amino-3-cyclopropylpropionyl)-2-oxospiro[indole-3,3'-pyrrolidine]-5'-carbonitrile N[C@H](C(=O)N1C[C@]2(C[C@H]1C#N)C(NC1=CC=CC=C12)=O)CC1CC1